Racemic-(1S,2R,3R,5R)-3-[(5-bromopyrazin-2-yl)(cyclopropyl)amino]-2-fluoro-8-azabicyclo[3.2.1]octane-8-carboxylic acid tert-butyl ester C(C)(C)(C)OC(=O)N1[C@@H]2[C@@H]([C@@H](C[C@H]1CC2)N(C2CC2)C2=NC=C(N=C2)Br)F |r|